N-(3-Sulfopropyl)N-methacryloyloxyethyl-N,N-dimethyl-ammonium S(=O)(=O)(O)CCC[N+](C)(C)CCOC(C(=C)C)=O